(2R,4R)-6-chloro-N-{3-[1-(4-chloro-3-fluorophenyl)-1H-pyrazol-4-yl]bicyclo[1.1.1]pentan-1-yl}-4-hydroxy-3,4-dihydro-2H-1-benzopyran-2-carboxamide ClC=1C=CC2=C([C@@H](C[C@@H](O2)C(=O)NC23CC(C2)(C3)C=3C=NN(C3)C3=CC(=C(C=C3)Cl)F)O)C1